(E)-[(4-methylphenyl)thio]methylenehydrazine CC1=CC=C(C=C1)S\C=N\N